2-(((perfluorophenoxy)methyl)thio)thiazole methyl-5-((2-(2-aminoacetamido)ethyl)carbamoyl)-2-(2-(4-fluorophenyl)butanamido)-4-methylthiophene-3-carboxylate COC(=O)C1=C(SC(=C1C)C(NCCNC(CN)=O)=O)NC(C(CC)C1=CC=C(C=C1)F)=O.FC1=C(OCSC=2SC=CN2)C(=C(C(=C1F)F)F)F